C(CCC)OC1=C(C=C(C=C1)CN=C=O)CN=C=O 4-butoxy-1,3-xylylene diisocyanate